2,6,10-trimethyl-5,9-undecadien CC(C)CCC=C(CCC=C(C)C)C